Cyclopropanecarboxylic acid [4-(2-{2-[3-(5-tert-butyl-2H-pyrazol-3-yl)-ureido]-thiazol-5-yl}-ethyl)-pyridin-2-yl]-amide C(C)(C)(C)C=1C=C(NN1)NC(NC=1SC(=CN1)CCC1=CC(=NC=C1)NC(=O)C1CC1)=O